ClC1=C(C=C2C(=N1)COC[C@H]2N2C[C@H](NCC2)C2=C(C=CC=C2)OC(C)C)OC (S)-2-chloro-5-((R)-3-(2-isopropoxyphenyl)piperazin-1-yl)-3-methoxy-5,8-dihydro-6H-pyrano[3,4-b]pyridine